1-(6-Benzyl-2,3-dihydro-indol-1-yl)-2-((R)-3-methyl-piperazin-1-yl)-ethanone hydrochloride salt Cl.C(C1=CC=CC=C1)C1=CC=C2CCN(C2=C1)C(CN1C[C@H](NCC1)C)=O